C(CC=CCC)OC=CC(CCCCCCCCC)C 1-(hex-3-en-1-yloxy)-3-methyl-dodec-1-ene